C(C)(C)N1N=C(C(=C1C)O)C1=CC=CC=C1 1-isopropyl-5-methyl-3-phenyl-pyrazol-4-ol